FC1CN(CC(C1NC(=O)C1=CC(=CC=2N(C=NC21)CC(F)(F)F)C#CCNC2=C(C=C(C=C2)C(NC)=O)OC)C)C(=O)OCC2=CC=CC=C2 benzyl 3-fluoro-4-[[6-[3-[2-methoxy-4-(methylcarbamoyl)anilino]prop-1-ynyl]-1-(2,2,2-trifluoroethyl)benzimidazole-4-carbonyl]amino]-5-methyl-piperidine-1-carboxylate